NC=1C(NC(N([C@H]2[C@H](O)[C@H](O)[C@@H](CO)O2)C1)=O)=O 5-aminouridine